4-chloro-N,N-dimethyl-1-butylamine hydrochloride Cl.ClCCCCN(C)C